C1(=CC(=CC=C1)CC(CC)O)C 1-(m-tolyl)butan-2-ol